1-methylpyrazole-4-carbonitrile CN1N=CC(=C1)C#N